3-cyclohexyl-2,4-dioxo-1,2,3,4-tetrahydropyrimidine-5-carboxylic acid ethyl ester C(C)OC(=O)C=1C(N(C(NC1)=O)C1CCCCC1)=O